2-FORMYL-4-HYDROXYBENZOIC ACID C(=O)C1=C(C(=O)O)C=CC(=C1)O